CC(C)(C)[O-].[K+].BrC1=CC=C2C=C(N(C2=C1)C)C1CCN(CC1)C(=O)OC(C)(C)C tert-Butyl 4-(6-bromo-1-methyl-1H-indol-2-yl)piperidine-1-carboxylate Potassium tert-butoxide